1-[4-(dimethylamino)but-2-enoyl]-2'-(3-fluoropyridin-4-yl)-5',6'-dihydro-1'H-spiro[piperidine-4,7'-pyrrolo[3,2-c]pyridin]-4'-one CN(CC=CC(=O)N1CCC2(C3=C(C(NC2)=O)C=C(N3)C3=C(C=NC=C3)F)CC1)C